1,3-bis(1,8-dimethyl-9H-carbazolyl)benzene calcium stearate C(CCCCCCCCCCCCCCCCC)(=O)[O-].[Ca+2].CC1=C(C=CC=2C3=CC=CC(=C3NC12)C)C1=CC(=CC=C1)C1=C(C=2NC3=C(C=CC=C3C2C=C1)C)C.C(CCCCCCCCCCCCCCCCC)(=O)[O-]